BrC=1C(=C(C=CC1)NCCC(=O)O)Cl 3-((3-bromo-2-chlorophenyl)amino)propanoic acid